D-3-acetylmercapto-2-methylpropionic acid sodium [Na].C(C)(=O)SCC(C(=O)O)C